2-({2-[4-(2-hydroxy-2-methylpropoxy)pyridin-2-yl]-5H,6H,7H-cyclopenta[d]pyrimidin-4-yl}(methyl)amino)-N-[1-(trifluoromethyl)cyclopropyl]acetamide OC(COC1=CC(=NC=C1)C=1N=C(C2=C(N1)CCC2)N(CC(=O)NC2(CC2)C(F)(F)F)C)(C)C